COC(=O)C1(CCN(CC1)CC1=CC=C(C=C1)C(C)C)CC(=O)N(C1=CC=CC=C1)C1CC(CCC1)(F)F 4-[2-(N-[3,3-difluorocyclohexyl]anilino)-2-oxo-ethyl]-1-[(4-isopropylphenyl)methyl]piperidine-4-carboxylic acid methyl ester